NC1=C(SC(=C1)C1=CC=C(C=C1)C1=CC=NC=C1)C(=O)N[C@@H]1CN(CCC1)C(=O)OC(C)(C)C tert-butyl (S)-3-(3-amino-5-(4-(pyridin-4-yl)phenyl)thiophene-2-carboxamido)piperidine-1-carboxylate